FC(C1=NC=CC2=C1C[C@@H]1CC[C@H]2N1C1=CC=C(C=C1)OC)F (5R,8S)-1-(difluoromethyl)-10-(4-methoxyphenyl)-6,7,8,9-tetrahydro-5H-5,8-epiminocyclohepta[c]pyridine